ClC=1C(=NC(=NC1)NC=1C=CC(=C(C1)NC(C)=O)N(C)CCN(C)C)C1=CN(C2=C(C=CC=C12)C)C N-(5-((5-chloro-4-(1,7-dimethyl-1H-indol-3-yl)pyrimidin-2-yl)amino)-2-((2-(dimethylamino)ethyl)(methyl)amino)phenyl)acetamide